OCC(CO)OCN1C=2N=C(NC(C2N=C1)=O)N 9-(1,3-dihydroxy-2-propoxymethyl)-guanine